FC1=CC=C(C=C1)S(=O)(=O)C1=CC=C(C=C1)F 4-fluorophenylsulphone